4-(3-chloro-1H-pyrazol-1-yl)-2-[2,6-dimethyl-4-(trifluoromethyl)phenyl]-5-hydroxy-6-(hydroxymethyl)pyridazine ClC1=NN(C=C1)C1=CN(NC(=C1O)CO)C1=C(C=C(C=C1C)C(F)(F)F)C